7-((1R,3s,5S)-9-azabicyclo[3.3.1]nonan-3-yl)-3-(2-hydroxy-4-(1-methyl-1H-pyrazol-4-yl)phenyl)-5,7-dihydro-6H-pyrrolo[2,3-c]pyridazin-6-one [C@H]12CC(C[C@H](CCC1)N2)N2C(CC1=C2N=NC(=C1)C1=C(C=C(C=C1)C=1C=NN(C1)C)O)=O